1-(5,6-dichloro-1H-1,3-benzodiazol-2-yl)-3,3-bis(propan-2-yl)urea ClC1=CC2=C(NC(=N2)NC(=O)N(C(C)C)C(C)C)C=C1Cl